1-(5-(2-chloro-4-fluoro-3-methylbenzamido)-2-fluoro-4-((3S,5R)-3,4,5-trimethylpiperazin-1-yl)phenyl)-1H-1,2,3-triazole-4-carboxylate ClC1=C(C(=O)NC=2C(=CC(=C(C2)N2N=NC(=C2)C(=O)[O-])F)N2C[C@@H](N([C@@H](C2)C)C)C)C=CC(=C1C)F